C[Si](C)(C)C#CC1=CC=C(C(=O)O)C=C1 4-[(trimethylsilyl)ethynyl]benzoic acid